C1(=CC=CC=C1)[C@@H](CC)N (R)-1-phenyl-propylamine